FC(OC=1C=C(C(=O)O)C=CC1)(F)F m-trifluoromethoxybenzoic acid